ClC1=CC=C(C=C1)C1=CC=C(C=C1)C=O 4-Chloro-4'-biphenylcarboxaldehyde